((6-bromohexyl)oxy)(tert-butyl)dimethylsilane BrCCCCCCO[Si](C)(C)C(C)(C)C